C(#N)N1C[C@@H](C[C@H]1COC)C=1N=C(OC1)C(=O)N ((3R,5S)-1-cyano-5-(methoxymethyl)pyrrolidin-3-yl)oxazole-2-carboxamide